COC=1C=C(C=CC1)C(CC1OC2=C(O1)C=CC(=C2)C)=O 1-(3-methoxyphenyl)-2-(5-methylbenzo[d][1,3]dioxol-2-yl)ethan-1-one